2,2,3,3-tetrachloro-3-fluoropropionamide ClC(C(=O)N)(C(F)(Cl)Cl)Cl